2,5-Diphenyltetrazolium bromide C1=CC=C(C=C1)C2=NN[N+](=N2)C3=CC=CC=C3.[Br-]